CC1CCCCOC1=O The molecule is a epsilon-lactone that is hexano-6-lactone substituted by a methyl group at position 3. It derives from a hexano-6-lactone. It derives from a hydride of an oxepane.